ClC=1C(=C(SC1)F)NC(=O)C1=CN=C(S1)NC1=NC(=NC(=C1)Cl)C N-(4-chloro-2-fluorothiophen-3-yl)-2-((6-chloro-2-methylpyrimidin-4-yl)amino)thiazole-5-carboxamide